3-Chloro-4-((1S,2R)-2-(2,2-difluoroethyl)cyclopropyl)-6-(2,4-dimethoxypyrimidin-5-yl)pyridazine ClC=1N=NC(=CC1[C@@H]1[C@H](C1)CC(F)F)C=1C(=NC(=NC1)OC)OC